FC1=C(CSC2=NN=C3N2C(=CC=N3)COC)C=C(C=C1)F 3-[(2,5-difluorobenzyl)sulfanyl]-5-(methoxymethyl)[1,2,4]triazolo[4,3-a]pyrimidin